6-(4-(4,7-diazaspiro[2.5]octane-7-carbonyl)phenyl)-7-((5-methoxy-7-methyl-1H-indol-4-yl)methyl)-7-azaspiro[3.5]nonane-2-carbonitrile C1CC12NCCN(C2)C(=O)C2=CC=C(C=C2)C2CC1(CC(C1)C#N)CCN2CC2=C1C=CNC1=C(C=C2OC)C